C(CC1=CC=CC=C1)NC(CCCCCCC)=O N-phenethyloctanamide